N1=CC=C(C=C1)C#N Pyridine-4-carbonitrile